C1=CC=CC=2C3=C(C=C4C=CC=CC4=C3C=CC12)B(O)O chrysen-5-yl-boronic acid